C1C(CC12CCCCC2)N2CC1=CC=C(C=C1CC2)C(=O)OC methyl 2-(spiro[3.5]nonan-2-yl)-1,2,3,4-tetrahydroisoquinoline-6-carboxylate